7-fluoro-1H-indol FC=1C=CC=C2C=CNC12